N-(4-chlorophenyl)-5-(4-ethylphenyl)-N-methylnicotinamide ClC1=CC=C(C=C1)N(C(C1=CN=CC(=C1)C1=CC=C(C=C1)CC)=O)C